(R)-N-((2R,3R,4R,5S,6S)-6-((7H-purin-6-yl)amino)-4,5-dihydroxy-2-(hydroxymethyl)tetrahydro-2H-pyran-3-yl)-2-amino-3-(1H-imidazol-5-yl)propanamide N1=CN=C2N=CNC2=C1N[C@@H]1[C@H]([C@@H]([C@H]([C@@H](O1)CO)NC([C@@H](CC1=CN=CN1)N)=O)O)O